C(N)(=O)[C@@H]1CC2(CN1C([C@H](CC(C)C)N(C([C@H](C)NC(OC(C)(C)C)=O)=O)C)=O)C(NC1=C(O2)C=CC=C1)=O t-butyl ((2S)-1-(((2S)-1-((5'S)-5'-carbamoyl-3-oxo-3,4-dihydrospiro[benzo[b][1,4]oxazine-2,3'-pyrrolidin]-1'-yl)-4-methyl-1-oxopentan-2-yl)(methyl)amino)-1-oxopropan-2-yl)carbamate